CC(=CCCO)CCC=C(CCC=C(C)C)C 4,8,12-trimethyltridec-3,7,11-trien-1-ol